COC1=CC2=C(C=N1)C=C(N2C(=O)OC(C)(C)C)C(=O)OC 1-(tert-butyl) 2-methyl 6-methoxy-1H-pyrrolo[3,2-c]pyridine-1,2-dicarboxylate